C(=CC)C1=NC(=C(C(=O)O)C=C1)C(F)(F)F (1-propenyl)-2-trifluoromethyl-nicotinic acid